(4-(7-(1-methyl-1H-pyrazol-4-yl)-[1,2,4]triazolo[4,3-a]pyridin-5-yl)benzyl)-1H-pyrazole-4-carboxamide CN1N=CC(=C1)C1=CC=2N(C(=C1)C1=CC=C(CN3N=CC(=C3)C(=O)N)C=C1)C=NN2